3-formyl-N,N-dimethylbenzene-1-sulfonamide C(=O)C=1C=C(C=CC1)S(=O)(=O)N(C)C